tert-butyl (1-(4-methoxybenzyl)-1H-pyrazol-3-yl)(methyl)carbamate COC1=CC=C(CN2N=C(C=C2)N(C(OC(C)(C)C)=O)C)C=C1